COC1=CC=C(CONC)C=C1 O-(4-Methoxybenzyl)-N-methylhydroxylamine